Cl.O1CCN(CC1)C1COC2(C1)CCNCC2 3-morpholino-1-oxa-8-azaspiro[4.5]decane hydrochloride